ONC(C(CCN1CCC(=CC1)C=1C=NC(=CC1)C#CCOC)(S(=O)(=O)C)C)=O N-hydroxy-4-(6-(3-methoxyprop-1-yn-1-yl)-3',6'-dihydro-[3,4'-bipyridine]-1'(2'H)-yl)-2-methyl-2-(methylsulfonyl)butanamide